C(C)(C)(C)OC(=O)N[C@H](C(=O)N[C@H](C(=O)N[C@H](C(=O)O)CC1=CC=CC=C1)C)C (2S)-2-[[(2S)-2-[[(2S)-2-(tert-butoxycarbonylamino)propanoyl]amino]propanoyl]amino]-3-phenyl-propanoic Acid